n-Propylether C(CC)OCCC